tert-butyl 4-[(4-chlorophenyl) methyl]-4-hydroxy-piperidine-1-carboxylate ClC1=CC=C(C=C1)CC1(CCN(CC1)C(=O)OC(C)(C)C)O